C(C)(C)(C)OC(=O)N1C[C@H]2N(CC1)C([C@H](C2)C\C=C\C2=CC(=C(C=C2)F)F)=O.C(CC)C2=C(C=CC=C2)P(C2=CC=CC=C2)C2=CC=CC=C2 propyl-triphenylphosphine tert-butyl-(7S,8aS)-7-((E)-3-(3,4-difluorophenyl)allyl)-6-oxohexahydropyrrolo[1,2-a]pyrazine-2(1H)-carboxylate